N(CCC1=CC(O)=C(O)C=C1)=O dopamine-Al